ethyl 5-{[(benzyloxy) carbonyl] amino}-3-oxopentanoate C(C1=CC=CC=C1)OC(=O)NCCC(CC(=O)OCC)=O